[4-(chloromethyl)phenoxy]-3-fluorobenzamide ClCC1=CC=C(OC2=C(C(=O)N)C=CC=C2F)C=C1